4-[4-(3-pyridyl)phenyl]-pyrimidine N1=CC(=CC=C1)C1=CC=C(C=C1)C1=NC=NC=C1